aziridinyl-piperidine N1(CC1)N1CCCCC1